dimethyl-({[1-(4-nitrophenyl)imidazol-2-yl]}Methyl)amine CN(CC=1N(C=CN1)C1=CC=C(C=C1)[N+](=O)[O-])C